C[C@@](CO)([C@H](CO)O)O The molecule is a tetritol that is erythritol substituted by a methyl group at position 2. It has a role as a human metabolite. It derives from an erythritol.